C(C1=CC=CC=C1)OC=1C=C2C(=C(NC2=CC1)C)CC(=O)N 2-(5-(benzyloxy)-2-methyl-1H-indol-3-yl)acetamide